C1NCC(C2=CC=CC=C12)CO 1,2,3,4-tetrahydroisoquinolin-4-ylmethanol